CC1=CC=C(C=C1)S(=O)(=O)C1=CC=C(S1)C(=O)NCC1=NC(=NO1)C 5-(4-methylbenzene-1-sulfonyl)-N-[(3-methyl-1,2,4-oxadiazol-5-yl)methyl]thiophene-2-carboxamide